(11S,14S)-14-[3-(carbamoylamino)propyl]-1-(2,5-dioxo-2,5-dihydro-1H-pyrrole-1-yl)-N-[4-(hydroxymethyl)phenyl]-9,12-dioxo-11-(propan-2-yl)-3,6-dioxa-10,13-diazapentadecane-15-amide C(N)(=O)NCCC[C@H](NC([C@@H](NC(CCOCCOCCN1C(C=CC1=O)=O)=O)C(C)C)=O)C(=O)NC1=CC=C(C=C1)CO